N(N)C([C@H](C)NC(OC(C)(C)C)=O)=O tert-butyl (S)-(1-hydrazineyl-1-oxopropan-2-yl)carbamate